O=C1N(CC2=CC(=CC=C12)N1CCN(CC1)C1CN(C1)C1CCNCC1)[C@@H]1C(NC(CC1)=O)=O (S)-3-(1-oxo-5-(4-(1-(piperidin-4-yl)azetidin-3-yl)piperazin-1-yl)isoindolin-2-yl)piperidine-2,6-dione